C(C)(C)(C)OC(=O)N1[C@H](CCC1)\C=C\S(N)(=O)=O.OC1=C(C=C(C=C1)NN)C 2-(4-hydroxy-3-methylphenyl)hydrazine tert-butyl-(R,E)-2-(2-sulfamoylvinyl)pyrrolidine-1-carboxylate